4,5-dichloroimidazole-1-carboxylic acid ClC=1N=CN(C1Cl)C(=O)O